CC1=C(C=NN1C=1NC(C2=C(N1)CCC2)=O)C(C(F)(F)F)=O 2-[5-methyl-4-(trifluoroacetyl)-1H-pyrazol-1-yl]-3H,4H,5H,6H,7H-cyclopenta[d]pyrimidin-4-one